6-(2-methoxyphenyl)pyrimidin-4(3H)-one COC1=C(C=CC=C1)C1=CC(NC=N1)=O